FC1=CC=C(C=2C3=C(NC12)C[C@@H](NC3)C)F (S)-6,9-difluoro-3-methyl-1,3,4,5-tetrahydropyrido[4,3-b]indol